C(=O)(OC(C)(C)C)NC(CCCN1CCCCC1)=O N-Boc-4-(piperidinyl)butanamide